methyl (S)-3-(8-(1-methyl-2,4-dioxo-1,4-dihydropyrimido[4,5-d]pyrimidin-3(2H)-yl)quinolin-5-yl)-2-(tritylamino)propanoate CN1C(N(C(C=2C1=NC=NC2)=O)C=2C=CC(=C1C=CC=NC21)C[C@@H](C(=O)OC)NC(C2=CC=CC=C2)(C2=CC=CC=C2)C2=CC=CC=C2)=O